FC=1C=C2C(NN=C(C2=CC1F)C(C)N(C(C1=CC(=C(C=C1)C(F)(F)F)F)=O)C)=O N-(1-(6,7-Difluoro-4-oxo-3,4-dihydrophthalazin-1-yl)ethyl)-3-fluoro-N-methyl-4-(trifluoromethyl)benzamide